CC1=NN=C2N1C1=CC=CC=C1C(=N2)NC2=CC(=CC=C2)C(F)(F)F methyl-N-(3-(trifluoromethyl)phenyl)-[1,2,4]triazolo[4,3-a]quinazolin-5-amine